tert-butyl (6R,7S)-7-((3-(2,6-bis(benzyloxy)pyridin-3-yl)-1-methyl-1H-indazol-7-yl)amino)-6-methyl-2-azaspiro[3.5]nonane-2-carboxylate C(C1=CC=CC=C1)OC1=NC(=CC=C1C1=NN(C2=C(C=CC=C12)N[C@@H]1[C@@H](CC2(CN(C2)C(=O)OC(C)(C)C)CC1)C)C)OCC1=CC=CC=C1